(R)-2-fluoro-3-((S)-2-((1-(4-methoxybenzyl)-6-oxo-5-(trifluoromethyl)-1,6-dihydropyridazin-4-yl)amino)propoxy)propionic acid F[C@@H](C(=O)O)COC[C@H](C)NC=1C=NN(C(C1C(F)(F)F)=O)CC1=CC=C(C=C1)OC